C[C@H]1[C@H]2[C@H](C[C@H]3[C@@H]4CC=C5CCCC[C@]5(C)[C@H]4CC([C@]23C)=O)O[C@]12CCC(C)CO2 spirostan-5-en-12-one